(2S)-2-{[(1S,2R,3S,6R,7S)-9,9-difluoro-4-azatricyclo[5.2.1.0^{2,6}]decan-3-yl]formamido}-3-[(3S)-2-oxopyrrolidin-3-yl]propanamide hydrochloride Cl.FC1(C[C@H]2[C@H]3CN[C@@H]([C@H]3[C@@H]1C2)C(=O)N[C@H](C(=O)N)C[C@H]2C(NCC2)=O)F